CC(C[C@@H](C(=O)N1C[C@@]2(C(NC(=N2)C2=CC=CC=C2)=O)C[C@H]1C(=O)N)NC)C (5R,8S)-7-[(2S)-4-methyl-2-(methylamino)pentanoyl]-4-oxo-2-phenyl-1,3,7-triazaspiro[4.4]non-1-ene-8-carboxamide